CC=1C(=NC=CC1C=O)C1=NC=CC=C1 methyl-2,2'-bipyridine-4-formaldehyde